The molecule is a member of the class of phosphonic acids that is phosphonic acid in which the hydrogen attached to the phosphorus is substituted by a 1-aminocyclopropyl group. It derives from a phosphonic acid. It is a conjugate acid of a 1-aminocyclopropylphosphonate(1-). C1CC1(N)P(=O)(O)O